O1CCN(CC1)C1=CC(=NC=N1)N[C@H]1CN(CCC1)C1=NN=C(S1)C#N (R)-5-(3-((6-morpholinopyrimidin-4-yl)amino)piperidin-1-yl)-1,3,4-thiadiazole-2-carbonitrile